[Cl-].C(C1=CC=CC=C1)#N Benzonitrile Chloride